C(C)C1=NN(C(N1C)=O)C1=CC(=C(C(=O)NC2=C(C=CC=C2)NC)C=C1F)O[C@@H](C)CCC 4-(3-Ethyl-4-methyl-5-oxo-4,5-dihydro-1H-1,2,4-triazol-1-yl)-5-fluoro-N-[2-(methylamino)phenyl]-2-[(2S)-pent-2-yloxy]benzamide